C(C=C)(=O)NC(CS(=O)(=O)[O-])(C)C.[Na+] sodium 2-(acrylamido)-2-methylpropanesulphonate